pteridinyl-(pteridinal) N1=C(N=CC2=NC=CN=C12)C1=NC(=NC2=NC=CN=C12)C=O